C1=CC=C2C(=C1)C=CC=C2C(=O)C3=NNC4=CC=CC=C43 naphthoylindazole